(S)-(3-chloro-1-methyl-1H-1,2,4-triazol-5-yl)(4-(4-chloropyrazolo[1,5-a]pyridin-2-yl)-6,7-dihydro-1H-imidazo[4,5-c]pyridin-5(4H)-yl)methanone ClC1=NN(C(=N1)C(=O)N1[C@@H](C2=C(CC1)NC=N2)C2=NN1C(C(=CC=C1)Cl)=C2)C